CC1(CCN(CC1)CCOC1=CC=2C=3C=C4C(=C(C3N(C2C=C1)C)C)C=CN=C4)C 9-(2-(4,4-dimethylpiperidin-1-yl)ethoxy)-5,6-dimethyl-6H-pyrido[4,3-b]carbazole